C(#N)C1=CC=C(C=C1)C(N1C[C@@H](N(C[C@H]1C)C=1C2=C(N(C(N1)=O)C)C=CC(=N2)C#N)C)C2=CC=C(C=C2)F 4-((2s,5r)-4-((4-cyanophenyl)(4-fluorophenyl)methyl)-2,5-dimethylpiperazin-1-yl)-1-methyl-2-oxo-1,2-dihydropyrido[3,2-d]pyrimidine-6-carbonitrile